BrC1=CC2=C(N(C(N2C)=O)C)C=C1[N+](=O)[O-] 5-bromo-1,3-dimethyl-6-nitro-1,3-dihydro-2H-benzo[d]imidazol-2-one